7-(2-hydroxy-4,6-dimethyl-phenyl)-N,N-dimethyl-2-(1-methyl-3-piperidyl)-1,8-naphthyridine-4-carboxamide OC1=C(C(=CC(=C1)C)C)C1=CC=C2C(=CC(=NC2=N1)C1CN(CCC1)C)C(=O)N(C)C